(5S)-1-[7-(1,5-dimethylpyrazol-4-yl)-6-methyl-pyrazolo[1,5-a]pyrazin-4-yl]-3-methoxy-spiro[5,7-dihydrocyclopenta[c]pyridine-6,4'-piperidine]-5-amine CN1N=CC(=C1C)C1=C(N=C(C=2N1N=CC2)C2=NC(=CC1=C2CC2(CCNCC2)[C@@H]1N)OC)C